NC1=NC=C(C=C1)C1=C2CN(C(C2=CC=C1)=O)C1C(NC(CC1)=O)=O 2-amino-5-(2-(2,6-dioxopiperidin-3-yl)-1-oxoisoindolin-4-yl)pyridin